CO[C@@H](C)C1=C(C=NN1C=1C=NC=CC1)C(=O)O 5-[(1S)-1-methoxyethyl]-1-(pyridin-3-yl)-1H-pyrazole-4-carboxylic acid